benzyl-pyrimidine-2-amine C(C1=CC=CC=C1)C1=NC(=NC=C1)N